O=C1OC2OC(C1C(O2)=O)=O tri-oxo-2,6,7-trioxabicyclo[2.2.2]octane